2-[3,3-bis(fluoranyl)butanoylamino]-4-[2-(1-methylethoxy)ethyl-[4-(5,6,7,8-tetrahydro-1,8-naphthyridin-2-yl)butyl]amino]butanoic acid FC(CC(=O)NC(C(=O)O)CCN(CCCCC1=NC=2NCCCC2C=C1)CCOC(C)C)(C)F